eugenyl acetate (Eugenyl acetate) C1(=C(OC)C=C(CC=C)C=C1)CC(=O)O.C(C)(=O)OC1=C(OC)C=C(CC=C)C=C1